4,4-difluoro-3,3-dimethylbutanal FC(C(CC=O)(C)C)F